CC1=CC(NC(N1)=O)=O 6-methyl-2,4-dioxo-pyrimidin